N-(3-methoxybenzyl)-4-((2-morpholinoethoxy)methyl)aniline COC=1C=C(CNC2=CC=C(C=C2)COCCN2CCOCC2)C=CC1